(1-(6-chloro-2-(1,1-difluoroethyl)pyrimidin-4-yl)-1H-pyrrolo[3,2-c]pyridin-6-yl)acetamide ClC1=CC(=NC(=N1)C(C)(F)F)N1C=CC=2C=NC(=CC21)CC(=O)N